FC=1C=C(C=CC1OC1=CC=NC2=CC(=CN=C12)F)NC(=O)C1=CN(C=C(C1=O)C1=CC=C(C=C1)F)C(C)C N-[3-Fluoro-4-[(7-fluoro-1,5-naphthyridin-4-yl)oxy]phenyl]-5-(4-fluorophenyl)-4-oxo-1-propan-2-ylpyridine-3-carboxamide